IC1=C(N)C=CC(=C1)C1CC1 2-Iodo-4-cyclopropylaniline